NC=1C(N(C=C(C1C)C=1NC2=CC=C(C=C2C1C(C)C)C1CCNCC1)C)=O 3-amino-5-(3-isopropyl-5-(piperidin-4-yl)-1H-indol-2-yl)-1,4-dimethylpyridin-2(1H)-one